N-butylmannosamine C(CCC)N[C@@H]1C(O)O[C@@H]([C@H]([C@@H]1O)O)CO